FC1(CN(CCC1)C1=NC(=CC(=N1)C=1OC(=NN1)C1=C(C=C(C=C1)I)N1CCC2(CC2)CC1)C)F 2-(2-(3,3-Difluoropiperidin-1-yl)-6-methylpyrimidin-4-yl)-5-(4-iodo-2-(6-Azaspiro[2.5]octan-6-yl)phenyl)-1,3,4-oxadiazole